C(C[Fe])[Fe] Ethylenebis-iron